(Z)-1-(3-(5-(dimethylamino)-4-fluoro-2-isopropylphenyl)-4-oxothiazolidin-2-ylidene)-3-(2-methyl-4-(1-(4-((trifluoromethyl)sulfonyl)phenyl)-1H-1,2,4-triazol-3-yl)phenyl)urea CN(C=1C(=CC(=C(C1)N1/C(/SCC1=O)=N/C(=O)NC1=C(C=C(C=C1)C1=NN(C=N1)C1=CC=C(C=C1)S(=O)(=O)C(F)(F)F)C)C(C)C)F)C